FC1=C(C=CC=C1F)CC1=CC(=NO1)C(=O)NCCC1=CNC2=CC=C(C=C12)F 5-[(2,3-difluorophenyl)methyl]-N-[2-(5-fluoro-1H-indol-3-yl)ethyl]isoxazole-3-carboxamide